[Na+].C(C(C)C)C=1C(=C(C2=CC=CC=C2C1)S(=O)(=O)[O-])CC(C)C Di-isobutyl-naphthalenesulfonic acid sodium salt